FC=1C(=NC(=NC1)NC1CN(C1)S(=O)(=O)C)C=1C=C2C=CC=NC2=C(C1)F 5-Fluoro-4-(8-fluoroquinolin-6-yl)-N-(1-(methylsulfonyl)azetidin-3-yl)pyrimidin-2-amine